2-[5-[3,3-Dimethyl-1-(4-sulfobutyl)-1,3-dihydro-indol-2-ylidene]-penta-1,3-dienyl]-3,3-dimethyl-1-(4-sulfobutyl)-3H-indolium hydroxid [OH-].CC1(C(N(C2=CC=CC=C12)CCCCS(=O)(=O)O)=CC=CC=CC1=[N+](C2=CC=CC=C2C1(C)C)CCCCS(=O)(=O)O)C